n-Heptyl-α-D-mannose C(CCCCCC)[C@@]1(O)[C@@H](O)[C@@H](O)[C@H](O)[C@H](O1)CO